NC1=NN=C(O1)C1=C(N[C@H](C)C2=CC(=CC=3C(C(=C(OC32)C3=CC=CC=C3)C)=O)C)C=CC=C1 8-[(1R)-1-[2-(5-amino-1,3,4-oxadiazol-2-yl)anilino]ethyl]-3,6-dimethyl-2-phenyl-benzopyran-4-one